7-isopropyl-5-(1,1,2,2,2-pentafluoroethyl)-1,8-naphthyridin-2-amine C(C)(C)C1=CC(=C2C=CC(=NC2=N1)N)C(C(F)(F)F)(F)F